5-((1-(3-Oxocyclohex-1-en-1-yl)-1H-indazol-6-yl)oxy)-5,6,7,8-tetrahydronaphthalene-2-carbonitrile O=C1C=C(CCC1)N1N=CC2=CC=C(C=C12)OC1C=2C=CC(=CC2CCC1)C#N